2-chloro-N-methylfuro[3,2-d]pyrimidin-4-amine ClC=1N=C(C2=C(N1)C=CO2)NC